Cl.Cl.N[C@H](C(=O)OCC(F)(F)F)CC1=CC=C(C=C1)CN 2,2,2-Trifluoroethyl (S)-2-amino-3-(4-(aminomethyl)phenyl)propanoate dihydrochloride